(S)-2-amino-5-(2-(1-cyclopropylethyl)-1-oxo-7-(trifluoromethoxy)isoindolin-5-yl)-N-(4-methoxypyridin-3-yl)pyrazolo[1,5-a]pyrimidine-3-carboxamide NC1=NN2C(N=C(C=C2)C=2C=C3CN(C(C3=C(C2)OC(F)(F)F)=O)[C@@H](C)C2CC2)=C1C(=O)NC=1C=NC=CC1OC